tert-Butyl 2-(3-{[2-fluoro-3-(5-methyl-1,2,4-oxadiazol-3-yl)phenyl]formamido}propanamido)-4-methyl-1,3-thiazole-5-carboxylate FC1=C(C=CC=C1C1=NOC(=N1)C)C(=O)NCCC(=O)NC=1SC(=C(N1)C)C(=O)OC(C)(C)C